CC1=C(C(=CC=C1)C)C1=CC=NC2=CC(=CC=C12)O[C@@H](C(=O)N1CCN(CC1)C(C(C)(C)C)=O)C 1-[4-[(2R)-2-[[4-(2,6-dimethylphenyl)-7-quinolyl]oxy]propanoyl]piperazin-1-yl]-2,2-dimethyl-propan-1-one